O=C1NC(CCC1N1C(C2=CC=C(C=C2C1=O)N1CCNCC1)=O)=O 2-(2,6-dioxopiperidin-3-yl)-5-piperazin-1-ylisoindole-1,3-dione